3-(3,5-dibromo-4-methoxyphenyl)-2,3-dimethylcyclopentane BrC=1C=C(C=C(C1OC)Br)C1(C(CCC1)C)C